6-pentylquinolin C(CCCC)C=1C=C2C=CC=NC2=CC1